CNC(O[C@@H]1CC[C@H](CC1)C(N(C1=NC=CC(=C1)C=1C=NN(C1)C(C)C)CC1CCC(CC1)C1=CC(=C(C=C1)OC)C#N)=O)=O trans-4-(((4-(3-Cyano-4-methoxyphenyl)cyclohexyl)methyl)(4-(1-isopropyl-1H-pyrazol-4-yl)pyridin-2-yl)carbamoyl)cyclohexyl methylcarbamate